CC1(C2CN(C(C12)C(=O)[O-])C([C@@H](NC(C(F)(F)F)=O)CC1=CC=CC=C1)=O)C 6,6-dimethyl-3-[N-(trifluoroacetyl)-phenylalanyl]-3-azabicyclo[3.1.0]hexane-2-carboxylate